N,N-Bis(2-hydroxyethyl)-2-propenamide OCCN(C(C=C)=O)CCO